BrC=1C(=NC=C(C1)Br)OCC1(CC1)NC(OC(C)(C)C)=O tert-butyl (1-(((3,5-dibromopyridin-2-yl)oxy)methyl)cyclopropyl)carbamate